methyl-5-((5-chloro-1H-pyrrolo[2,3-b]pyridin-3-yl)methyl)-N-((6-(trifluoromethyl)pyridin-3-yl)methyl)pyridin-2-amine CC=1C(=NC=C(C1)CC1=CNC2=NC=C(C=C21)Cl)NCC=2C=NC(=CC2)C(F)(F)F